tert-butyl (4-bromothiophen-2-yl)carbamate BrC=1C=C(SC1)NC(OC(C)(C)C)=O